[Pd]=O Palladium oxid